Cl.N1[C@H](CCCC1)C(=O)OC methyl (2R)-piperidine-2-carboxylate hydrochloride